C(C)OC(C1=CC=C(C=C1)NC1=C(N=C2N1C=CN=C2)C2=C(C=CC(=C2)Br)O)=O.C(C)C(CN(CC(CCCC)CC)CCN2N=NC1=C2C=CC=C1)CCCC 1-[N,N-bis(2-ethylhexyl)aminomethyl]Methylbenzotriazole ethyl-4-[[2-(5-bromo-2-hydroxyphenyl)imidazo[1,2-a]pyrazin-3-yl]amino]benzoate